N-(1-(2,6-dichloropyridin-4-yl)cyclopentyl)-2-methylpropane-2-sulfinamide ClC1=NC(=CC(=C1)C1(CCCC1)NS(=O)C(C)(C)C)Cl